(E)-3-(2-(Diethylamino)-6-(trifluoromethyl)pyridin-3-yl)-N-(2-oxo-2,3-dihydro-1H-benzo[d]imidazol-4-yl)acrylamid C(C)N(C1=NC(=CC=C1/C=C/C(=O)NC1=CC=CC=2NC(NC21)=O)C(F)(F)F)CC